C(C)(C)(C)OC(=O)N1[C@H](CN(CC1)C=1C2=C(N=C(N1)OC[C@H]1N(CC(C1)(F)F)C)CNCC2)CC#N (S)-2-(cyanomethyl)-4-{2-[((2S)-4,4-difluoro-1-methylpyrrolidin-2-yl)methoxy]-5,6,7,8-tetrahydropyrido[3,4-d]pyrimidin-4-yl}piperazine-1-carboxylic acid tert-butyl ester